NC1=C2C(=NC=N1)N(N=C2C=2C(=NC(=CC2)OC2=CC=CC=C2)F)C2=CN(C=C2)C(=O)C(C#N)=CC(C)(C)C (R)-2-(3-(4-amino-3-(2-fluoro-6-phenoxypyridin-3-yl)-1H-pyrazolo[3,4-d]pyrimidin-1-yl)pyrrole-1-carbonyl)-4,4-dimethylpent-2-enenitrile